tert-butyl (7-((tert-butyldiphenylsilyl) oxy) hept-1-en-4-yl)-azanecarboxylate [Si](C1=CC=CC=C1)(C1=CC=CC=C1)(C(C)(C)C)OCCCC(CC=C)NC(=O)OC(C)(C)C